7-benzyl-3-fluoro-1-(4-methoxybenzyl)-5,6,7,8-tetrahydro-1,7-naphthyridine-2,4(1H,3H)-dione C(C1=CC=CC=C1)N1CCC=2C(C(C(N(C2C1)CC1=CC=C(C=C1)OC)=O)F)=O